CC1=C(C(=CC(=C1)B1OC(C(O1)(C)C)(C)C)C)CC1=CC=C2C(=N1)C(=CN2S(=O)(=O)C2=C(C=CC=C2)C)C(C)C 5-[[2,6-dimethyl-4-(4,4,5,5-tetramethyl-1,3,2-dioxa-borolan-2-yl)phenyl]-methyl]-3-isopropyl-1-(tolylsulfonyl)pyrrolo[3,2-b]pyridine